N1CC(C1)OC1=C(C=NC=C1)NCC=1C=C2N=CC=NC2=C(C1)F 4-(Azetidin-3-yloxy)-N-((8-fluoroquinoxalin-6-yl)methyl)pyridin-3-amine